dimethylcyclohexenyl-pentenone CC(C(C=CC)=O)(C1=CCCCC1)C